4-(trimethylsilyl)but-3-yn-2-one C[Si](C#CC(C)=O)(C)C